benzyl (Z)-hex-5-enamido-(methylthio)-methylenecarbamate C(CCCC=C)(=O)N/C(/SC)=N/C(OCC1=CC=CC=C1)=O